1-(tert-butyl) 2-methyl (2S,3S)-3-phenylazetidine-1,2-dicarboxylate C1(=CC=CC=C1)[C@@H]1[C@H](N(C1)C(=O)OC(C)(C)C)C(=O)OC